tert-Butyl 2-((2-fluoro-4-iodophenyl)amino)-5-methoxy-1-methyl-1H-pyrrolo[2,3-b]pyridine-3-carboxylate FC1=C(C=CC(=C1)I)NC1=C(C=2C(=NC=C(C2)OC)N1C)C(=O)OC(C)(C)C